(S)-2-((((9H-fluoren-9-yl)methoxy)carbonyl)amino)-3-(quinolin-6-yl)propanoic acid C1=CC=CC=2C3=CC=CC=C3C(C12)COC(=O)N[C@H](C(=O)O)CC=1C=C2C=CC=NC2=CC1